hydroxy-3-methoxy-4,4'-dimethoxymethoxychalcone OC1=C(C=CC(=C1OC)OCOC)\C=C\C(=O)C1=CC=C(C=C1)OCOC